2-methyl-N-[(1R)-1-(1-naphthyl)ethyl]5-piperazin-1-yl-benzamide CC1=C(C(=O)N[C@H](C)C2=CC=CC3=CC=CC=C23)C=C(C=C1)N1CCNCC1